ON1N=C2C(=N1)C=CC(=C2)CCC(=O)OCCCCCC(C)C hydroxy-5-(2-isooctyloxycarbonylethyl)-2H-benzotriazol